O=C1NC2=CC=CC=C2C1=O 2,3-Diketoindole